(R)-8-(4-(4-Chlorophenyl)thiazol-2-yl)-9-oxooctahydro-2H-pyrazino[1,2-a]pyrazin ClC1=CC=C(C=C1)C=1N=C(SC1)N1C([C@@H]2N(CCNC2)CC1)=O